OC1=C(C(=O)NCCC2=CC=C(C=C2)OC)C=CC(=C1)O 2,4-dihydroxy-N-(4-methoxyphenethyl)benzamide